(4-methylpiperidin-1-yl)[3-(piperidin-3-ylmethoxy)phenyl]methanone CC1CCN(CC1)C(=O)C1=CC(=CC=C1)OCC1CNCCC1